NC1=NC=2C=CC(=CC2C2=C1C=NN2C)C(=O)N(N2C(CCC2)=O)CC2=CC(=C(C=C2)C(F)(F)F)F 4-amino-N-(3-fluoro-4-(trifluoromethyl)benzyl)-1-methyl-N-(2-oxopyrrolidin-1-yl)-1H-pyrazolo[4,3-c]quinoline-8-carboxamide